C(=O)(OCC1C2=CC=CC=C2C2=CC=CC=C12)N[C@@H](CC1=CC=CC2=CC=CC=C12)C(=O)O Fmoc-β-naphthylalanine